tert-butyl (s)-2-(2-oxopropoxy)propanoate O=C(CO[C@H](C(=O)OC(C)(C)C)C)C